C[Si](N1N=NC2=C1C=CC=C2)(C)C 1-(trimethylsilyl)benzotriazole